7-(4-chlorobutoxy)quinolin-2(1H)-one ClCCCCOC1=CC=C2C=CC(NC2=C1)=O